CN1C(=NC2=C1C=CC=C2)C2=NC(=CC=C2)N2CCN(CCC2)C2CCN(CC2)C(C)C 1-Methyl-2-(6-{4-[1-(propan-2-yl)piperidin-4-yl]-1,4-diazepan-1-yl}pyridin-2-yl)-1H-1,3-benzodiazole